ClC(C#N)=CC=CN(C)C chloro-5-(dimethylamino)pentan-2,4-dienenitrile